3-hydroxypropanic acid OCCC(=O)O